(1S,2R,5R)-3-((6-(4-fluorophenoxy)pyridin-3-yl)sulfonyl)-N-hydroxy-8-(4-methyl-piperazine-1-carbonyl)-3,8-diazabicyclo-[3.2.1]octane-2-carboxamide FC1=CC=C(OC2=CC=C(C=N2)S(=O)(=O)N2[C@H]([C@@H]3CC[C@H](C2)N3C(=O)N3CCN(CC3)C)C(=O)NO)C=C1